O[C@H](CN(C(OC(C)(C)C)=O)C)CCO tert-butyl [(2S)-2,4-dihydroxybutyl]methylcarbamate